C1(=CC=CC=C1)[C@H]1CC[C@@H](CN1)NC(OCC[Si](C)(C)C)=O (trimethylsilyl)ethyl ((3S,6R)-6-phenylpiperidin-3-yl)carbamate